7-azaspiro[3.6]decane C1CCC12CCNCCC2